P(=O)(OCC1=C(C=CC(=C1)NC(C[C@H]1C=2N(C3=C(C(=N1)C1=CC=C(C=C1)Cl)C(=C(S3)C)C)C(=NN2)C)=O)C#CCN)(OCC2=CC=CC=C2)OCC2=CC=CC=C2 (S)-2-(3-aminoprop-1-yn-1-yl)-5-(2-(4-(4-chlorophenyl)-2,3,9-trimethyl-6H-thieno[3,2-f][1,2,4]triazolo[4,3-a][1,4]diazepin-6-yl)acetamido)benzyl dibenzyl phosphate